methyl (2S)-2-[(tert-butoxycarbonyl)amino]-3-[5-chloro-2-(cyclobutylmethoxy)phenyl]propanoate C(C)(C)(C)OC(=O)N[C@H](C(=O)OC)CC1=C(C=CC(=C1)Cl)OCC1CCC1